O=C1C(O)=C(O)[C@H](O1)[C@@H](O)CO.O=C1C(O)=C(O)[C@H](O1)[C@@H](O)CO L-ascorbic acid-ascorbate salt